COCC1=CC=C(C=C1)N1C(NC[C@H]1C)=O (R)-1-(4-(methoxymethyl)phenyl)-5-methylimidazolidin-2-one